ClC1=CNC2=C(C=CC(=C12)C)NS(=O)(=O)C=1C=NN(C1)CC(F)F N-(3-chloro-4-methyl-1H-indol-7-yl)-1-(2,2-difluoroethyl)pyrazole-4-sulfonamide